4-(4-((1R,5S)-3,8-diazabicyclo[3.2.1]oct-3-yl)-8-fluoro-2-(((2S,4R)-4-methoxy-1-methylpyrrolidin-2-yl)methoxy)-5-(propynyl)pyrido[4,3-d]pyrimidin-7-yl)-5-ethynyl-6-fluoronaphthalene [C@H]12CN(C[C@H](CC1)N2)C=2C1=C(N=C(N2)OC[C@H]2N(C[C@@H](C2)OC)C)C(=C(N=C1C#CC)C1=CC=CC2=CC=C(C(=C12)C#C)F)F